CN1N=CC(=C(C1=O)C)N[C@@H]1C[C@@H](CN(C1)C)C1=CC=C(C(=O)O)C=C1 4-[(3R,5R)-5-[(1,5-dimethyl-6-oxo-pyridazin-4-yl)amino]-1-methyl-3-piperidyl]benzoic acid